C(#N)CC1=CC2=NC=CC=C2N1 (cyanomethyl)pyrrolo[3,2-b]pyridine